3-(4,4,5,5-tetramethyl-1,3,2-dioxaborolan-2-yl)furan CC1(OB(OC1(C)C)C1=COC=C1)C